N1(CCNCC1)C(=O)C1=NN(C(=C1)C1=CC=C(C#N)C=C1)C1=CC=C(C=C1)C 4-(3-(Piperazin-1-carbonyl)-1-(p-tolyl)-1H-pyrazol-5-yl)benzonitril